5-chloro-3-ethyl-1-(4-methoxybenzyl)-2,4-dioxo-1,2,3,4-tetrahydroquinazoline-7-carbaldehyde ClC1=C2C(N(C(N(C2=CC(=C1)C=O)CC1=CC=C(C=C1)OC)=O)CC)=O